BrC=1C=C2N(N=CC(=C2N[C@H]2C[C@H](CC2)NC(OC(C)(C)C)=O)C(N)=NC2=C(C=CC(=C2)F)CC)C1 tert-butyl N-[cis-3-[[6-bromo-3-[N'-(2-ethyl-5-fluoro-phenyl)carbamimidoyl]pyrrolo[1,2-b]pyridazin-4-yl]amino]cyclopentyl]carbamate